N1=COC=2N=CN=CC21 [1,3]oxazolo[5,4-d]pyrimidine